C(C)S(=O)(=O)N[C@@H]1[C@@H](N(CC1(F)F)C(=O)N(C)C)CC=1C(=C(C=CC1)C1=CC(=CC(=C1)F)F)F (2S,3R)-3-[(ethanesulfonyl)amino]-4,4-difluoro-N,N-dimethyl-2-[(2,3',5'-trifluoro[1,1'-biphenyl]-3-yl)methyl]pyrrolidine-1-carboxamide